O=C1NC(CC[C@@H]1N1CC2=CC=C(C=C2C1=O)OC(N(C1=CC(=C(C=C1)C)Cl)C)=O)=O (S)-(2-(2,6-dioxopiperidin-3-yl)-3-oxoisoindolin-5-yl)methyl(3-chloro-4-methylphenyl)carbamate